(S)-N-(2-(pyridin-4-yl)-1H-pyrrolo[3,2-c]pyridin-6-yl)tetrahydrofuran-3-carboxamide N1=CC=C(C=C1)C1=CC=2C=NC(=CC2N1)NC(=O)[C@@H]1COCC1